(2-(ethylsulfanyl)-9H-purin-6-yl)carbamic acid tert-butyl ester C(C)(C)(C)OC(NC1=C2N=CNC2=NC(=N1)SCC)=O